2-((5-hydroxynaphthalen-2-yl)amino)-7-methyl-9-(tetrahydro-2H-pyran-4-yl)-7,9-dihydro-8H-purin OC1=C2C=CC(=CC2=CC=C1)NC1=NC=C2N(CN(C2=N1)C1CCOCC1)C